NC1=NC=2C=NC(=CC2C2=C1COC2)C(=O)N2[C@H](COC[C@H]2C)C=2N=NC(=CC2)OC(F)F (4-amino-1,3-dihydrofuro[3,4-c][1,7]naphthyridin-8-yl)((3s,5r)-3-(6-(difluoromethoxy)-3-pyridazinyl)-5-methyl-4-morpholinyl)methanone